N-[4-[2-oxo-6-[4-(trifluoromethyl)-3-thienyl]-1H-pyridin-4-yl]-2-pyridinyl]acetamide O=C1NC(=CC(=C1)C1=CC(=NC=C1)NC(C)=O)C1=CSC=C1C(F)(F)F